(+)-N5-(5-(1-amino-1-(4-cyanophenyl)-3-cyclopropyl-propyl)-2-fluorophenyl)-1-(3-(aminomethyl)phenyl)-1H-pyrazole-3,5-dicarboxamide NC(CCC1CC1)(C1=CC=C(C=C1)C#N)C=1C=CC(=C(C1)NC(=O)C1=CC(=NN1C1=CC(=CC=C1)CN)C(=O)N)F